C(C)(=O)OC1=CN(C=2N=NC(=CC21)Cl)C21CCCC(C2)(C1)OCC1=CC=CC=C1 7-[5-(benzyloxy)bicyclo[3.1.1]heptan-1-yl]-3-chloro-7H-pyrrolo[2,3-c]pyridazin-5-yl acetate